NC1=NC=CC(=C1)C=1C=C(N2CC(CC12)(C)C)C#N 7-(2-aminopyridin-4-yl)-2,2-dimethyl-2,3-dihydro-1H-pyrrolizine-5-carbonitrile